C(C)(C)(C)OC(=O)N1C[C@@H](N([C@H](C1)C)C(COC(C)=O)=O)CO (3R,5S)-4-(2-Acetoxyacetyl)-3-(hydroxymethyl)-5-methylpiperazine-1-carboxylic acid tert-butyl ester